COC(=O)C1(CCC2(C(CC3=CC=CC=C23)CCCOC2=CC=C(C=C2)F)CC1)NC1=CC(=CC=C1)Cl (1r,4r)-4-(3-Chloroanilino)-2'-[3-(4-fluorophenoxy)propyl]-2',3'-dihydrospiro[cyclohexane-1,1'-indene]-4-carboxylic acid methyl ester